FC=1C(=NC=C(C1)NC(=O)C1(CC1)C(NC1=CC=C(C=C1)F)=O)OC1=CC=NC2=CC(=C(C=C12)C(=O)NNC(=O)OC(C)(C)C)OC tert-Butyl 2-(4-((3-fluoro-5-(1-((4-fluorophenyl)carbamoyl)cyclopropane-1-carboxamido)pyridin-2-yl)oxy)-7-methoxyquinoline-6-carbonyl)hydrazine-1-carboxylate